4-(pyrrolidin-1-ylmethyl)piperidine hydrochloride Cl.N1(CCCC1)CC1CCNCC1